1,3,5-tris(6-isocyanatohept-1-yl)-1,3,5-triazine-2,4,6(1H,3H,5H)-trione N(=C=O)C(CCCCCN1C(N(C(N(C1=O)CCCCCC(C)N=C=O)=O)CCCCCC(C)N=C=O)=O)C